CC(C(O)O)(CC)C 2,2-dimethylbutane-1,1-diol